O1C(OC2=C1C=CC=C2)C2CC(=CC(C2)=O)CCCCCC 5-(1,3-benzodioxole-yl)-3-hexylcyclohexa-2-enone